C(C)(C)(C)OC(=O)N1CC(C2(CC1)CC=CCC2)C2=C(C1=C(N=CN=C1N)N2C)Br (4-amino-5-bromo-7-methyl-7H-pyrrolo[2,3-d]pyrimidin-6-yl)-3-azaspiro[5.5]undec-8-ene-3-carboxylic acid tert-butyl ester